CC1(C(N(C(N1CC1=CC=NC2=C1OC[C@@H](N2)C)=O)C2=CC=C(C=C2)C2(CC2)C(F)(F)F)=O)C (S)-5,5-dimethyl-1-((3-methyl-3,4-dihydro-2H-pyrido[3,2-b][1,4]oxazin-8-yl)methyl)-3-(4-(1-(trifluoromethyl)cyclopropyl)phenyl)imidazolidine-2,4-dione